ClC=1C=C2CC(N(C2=CC1)C)C(=O)NC12CC(C1)(C2)NC(COC2=CC(=C(C=C2)Cl)F)=O 5-chloro-N-{3-[2-(4-chloro-3-fluorophenoxy)acetamido]bicyclo[1.1.1]pentan-1-yl}-1-methyl-2,3-dihydro-1H-indole-2-carboxamide